ClC1=C(C=C(C(=C1)Cl)OCC1=NC(=CC=C1)F)NC(=O)N[C@@H](C)C=1N(N=CN1)C1=NC=CC=N1 1-[2,4-dichloro-5-[(6-fluoro-2-pyridyl)methoxy]phenyl]-3-[(1S)-1-(2-pyrimidin-2-yl-1,2,4-triazol-3-yl)ethyl]urea